O1CCN=CC=C1 2,3-dihydro-1,4-oxaazepin